N,N'-bis(4-aminophenyl)-N,N'-dimethyl-1,4-benzenediamine NC1=CC=C(C=C1)N(C1=CC=C(C=C1)N(C)C1=CC=C(C=C1)N)C